3-phenyl-trisiloxane C1(=CC=CC=C1)[SiH](O[SiH3])O[SiH3]